C1(CC1)[C@@H](C1=NC=2N(C=C1)C=C(N2)[C@@H](NC(=O)C2=CC=NN2C(C)C)C2CCC(CC2)(F)F)NC(CCC(F)(F)F)=O |o1:3| N-((S)-(7-((S*)-Cyclopropyl(4,4,4-trifluorobutanamido)methyl)imidazo[1,2-a]pyrimidin-2-yl)(4,4-difluorocyclohexyl)methyl)-1-isopropyl-1H-pyrazole-5-carboxamide